1-O-α-D-glucopyranosylglycerol [C@H]1([C@H](O)[C@@H](O)[C@H](O)[C@H](O1)CO)OCC(O)CO